CN1C(CC(CC1(C)C)OC(=O)CC(C(CC(=O)[O-])C(=O)[O-])C(=O)[O-])(C)C (1,2,2,6,6-Pentamethyl-4-piperidyl)butane-1,2,3,4-tetracarboxylate